ClC1=CC2=C(N(C(NC2=O)=O)C2=C(C=CC=C2)C(C)C)N=C1Cl 6,7-Dichloro-1-(2-isopropylphenyl)pyrido[2,3-d]pyrimidine-2,4(1H,3H)-dione